3-hydroxy-2,7-naphthalenedisulfonic acid disodium salt [Na+].[Na+].OC=1C(=CC2=CC(=CC=C2C1)S(=O)(=O)[O-])S(=O)(=O)[O-]